Fmoc-2-(methylamino)acetic acid C(=O)(OCC1C2=CC=CC=C2C2=CC=CC=C12)C(C(=O)O)NC